3-bromo-4-(4-hydroxy-3-isopropylbenzyl)-5-methyl-phenoxyacetic acid BrC=1C=C(OCC(=O)O)C=C(C1CC1=CC(=C(C=C1)O)C(C)C)C